ClC=1C(=NC=C(C1CC)C1=CC(=CC=C1)Cl)C#N 3-chloro-5-(3-chlorophenyl)-4-ethyl-pyridine-2-carbonitrile